5-chloro-N-(5-cyano-2-(4-(2,4-difluorophenoxy)piperidin-1-yl)phenyl)-2-methoxynicotinamide (3-ethyl-2-oxo-4-thioxo-1,2,3,4-tetrahydroquinazolin-7-yl)methyl-methanesulfonate C(C)N1C(NC2=CC(=CC=C2C1=S)CCS(=O)(=O)O)=O.ClC=1C=NC(=C(C(=O)NC2=C(C=CC(=C2)C#N)N2CCC(CC2)OC2=C(C=C(C=C2)F)F)C1)OC